ClC1=NC=C(C2=CC(=NC=C12)Cl)C(C)(CC)O 2-(1,6-dichloro-2,7-naphthyridin-4-yl)butan-2-ol